1,2-bis((4-isopropylphenyl)thio)benzene C(C)(C)C1=CC=C(C=C1)SC1=C(C=CC=C1)SC1=CC=C(C=C1)C(C)C